C1(=CC=CC=C1)C=1C(=CC=C(C1)NC(NCCCC=1C=NN(C1)C1=C(C=CC=C1)S(=O)(=O)N)=O)C(F)(F)F (4-(5-phenyl-3-{3-[4-trifluoromethyl-phenyl]-ureido}-propyl)-pyrazol-1-yl)-benzenesulfonamide